S1C2=C(C=C1C(=O)N[C@H](C(=O)NC=1C(N(C=CC1)CC(=O)NC1C3CC4CC(CC1C4)C3)=O)CCC(C(=O)NC)=O)C=CC=C2 (S)-2-(benzo[b]thiophene-2-carboxamido)-N1-(1-(2-(2-adamantylamino)-2-oxoethyl)-2-oxo-1,2-dihydropyridin-3-yl)-N6-methyl-5-oxohexanediamide